FC(OC1=C(C=C(C=C1)SC)C1=NN(C=C1NC(=O)C=1C=NN2C1N=CC=C2)CC(=O)N2CCC(CC2)N2C[C@@H](OCC2)CO)F N-[3-[2-(difluoromethoxy)-5-methylsulfanyl-phenyl]-1-[2-[4-[(2R)-2-(hydroxymethyl)morpholin-4-yl]-1-piperidyl]-2-oxo-ethyl]pyrazol-4-yl]pyrazolo[1,5-a]pyrimidine-3-carboxamide